1-(CYCLOPROPYLMETHYL)PIPERIDINE-2-CARBALDEHYDE C1(CC1)CN1C(CCCC1)C=O